4,4'-(ethyn-1,2-diyl)diphthalic acid C(#CC=1C=C(C(C(=O)O)=CC1)C(=O)O)C=1C=C(C(C(=O)O)=CC1)C(=O)O